The molecule is an omega-hydroxy fatty acid that is tritriacontanoic acid (C33) acid) substituted by a hydroxy group at position 33. C(CCCCCCCCCCCCCCCCO)CCCCCCCCCCCCCCCC(=O)O